(oxan-2-yl)-1H-indazole O1C(CCCC1)N1N=CC2=CC=CC=C12